1,5-bis(tert-butyl)-9,10-bis[2-carboxy(3,6-methano-4-methyl-4-cyclohexenyl)]carbonyloxyanthracene C(C)(C)(C)C1=CC=CC2=C(C3=C(C=CC=C3C(=C12)OC(=O)C1C(C2C(=CC1C2)C)C(=O)O)C(C)(C)C)OC(=O)C2C(C1C(=CC2C1)C)C(=O)O